4-((3S,4R)-4-((5,7-dimethyl-1H-indol-4-yl)methyl)-1-methylpyrrolidin-3-yl)benzoic acid CC=1C(=C2C=CNC2=C(C1)C)C[C@@H]1[C@H](CN(C1)C)C1=CC=C(C(=O)O)C=C1